N1C(=CC2=CC=CC=C12)CN1CCC(CC1)NC(OC(C)(C)C)=O tert-butyl (1-((1H-Indol-2-yl)methyl)piperidin-4-yl)carbamate